CCCCCCCCC/C=C/C(=O)SCCNC(=O)CCNC(=O)C(C(C)(C)COP(=O)(O)OP(=O)(O)OC[C@@H]1[C@H]([C@H]([C@@H](O1)N2C=NC3=C(N=CN=C32)N)O)OP(=O)(O)O)O (2E)-Dodecenoyl-CoA